OCCCN1C(NC=2N=CNC2C1=O)=O 1-(3-hydroxypropyl)-1,2,3,6-tetrahydropurine-2,6-dione